FC1=CC(=C(C=C1)C1COC2=CC(=CC=C2C1C1=CC=C(OCCCCCN2CCN(CC2)C=2C=C3CN(C(C3=CC2)=O)C2C(NC(CC2)=O)=O)C=C1)O)C(F)(F)F 3-(5-(4-(5-(4-(3-(4-fluoro-2-(trifluoromethyl)phenyl)-7-hydroxychroman-4-yl)phenoxy)pentyl)piperazin-1-yl)-1-oxoisoindolin-2-yl)piperidine-2,6-dione